6-(6-(amino(cyclohexyl)methyl)naphthalen-1-yl)isoquinolin-1(2H)-one NC(C=1C=C2C=CC=C(C2=CC1)C=1C=C2C=CNC(C2=CC1)=O)C1CCCCC1